1-(2-Amino-5-chlorobenzo[d]thiazol-6-yl)-3-(4-chlorophenyl)-1-[2-(3-oxomorpholin-4-yl)ethyl]urea NC=1SC2=C(N1)C=C(C(=C2)N(C(=O)NC2=CC=C(C=C2)Cl)CCN2C(COCC2)=O)Cl